FCCOC=1C=C(C=CC1OC)C(C1CCN(CC1)C(=O)C=1C=CC2=C(NC(CO2)=O)C1)C1=CC=CC=C1 6-[4-[[3-(2-fluoroethoxy)-4-methoxy-phenyl]-phenyl-methyl]piperidine-1-carbonyl]-4H-1,4-benzoxazin-3-one